BrC=1C=C(OCC(=O)NC)C=C(C1CC1=CC(=C(C=C1)O)C(C)C)C 2-(3-bromo-4-(4-hydroxy-3-isopropylbenzyl)-5-methylphenoxy)-N-methylacetamide